1-benzyl-N-(5-chloro-2-fluorobenzyl)-6-fluoro-4-oxo-7-(1-piperazinyl)-1,4-dihydroquinoline-3-carboxamide C(C1=CC=CC=C1)N1C=C(C(C2=CC(=C(C=C12)N1CCNCC1)F)=O)C(=O)NCC1=C(C=CC(=C1)Cl)F